OCCN(CC(=O)O)CCO di(hydroxyethyl)glycine